(E)-squalene CC(C)=CCC\C(\C)=C\CC\C(\C)=C\CC\C=C(/C)\CC\C=C(/C)\CCC=C(C)C